C(CCCCCCCCCCC=CC)O 12-tetradecene-1-ol